COC(=O)C1=CC2=C(N=C(N2C[C@H]2OCC2)C)S1 (S)-2-methyl-1-(oxetan-2-ylmethyl)-1H-thieno[2,3-d]imidazole-5-carboxylic acid methyl ester